FC=1C(=NC=CC1)SC=1C=2N(C=C(C1)C=1C=NN(C1C)[C@@H]1CN(CCC1)C(CO)=O)N=CC2C#N (S)-4-((3-fluoropyridin-2-yl)thio)-6-(1-(1-(2-hydroxyacetyl)piperidin-3-yl)-5-methyl-1H-pyrazol-4-yl)pyrazolo[1,5-a]pyridine-3-carbonitrile